Nitro-triazene [N+](=O)([O-])N=NN